1,2-dibromo-3-butanone BrCC(C(C)=O)Br